Cl.C(#N)C=1C=CC(=C(C1)C=1C=C2C(=NNC2=CC1)NC(=O)[C@H]1CNCCC1)F (3R)-N-[5-(5-cyano-2-fluorophenyl)-1H-indazol-3-yl]piperidine-3-carboxamide hydrochloride